3-(4-bromo-5-((4-(6-(5-((R)-2-(2,5-difluorophenyl)pyrrolidin-1-yl)pyrazolo[1,5-a]pyrimidin-3-yl)pyridin-2-yl)piperazin-1-yl)methyl)-1-oxoisoindoline-2-yl)piperidine-2,6-dione BrC1=C2CN(C(C2=CC=C1CN1CCN(CC1)C1=NC(=CC=C1)C=1C=NN2C1N=C(C=C2)N2[C@H](CCC2)C2=C(C=CC(=C2)F)F)=O)C2C(NC(CC2)=O)=O